BrC1=NN(CC1)C1=NC=CC=C1Cl 3-bromo-1-(3-chloropyridin-2-yl)-4,5-dihydro-1H-pyrazole